(2-Acetamido-5-cyclopropylpyridin-4-yl)carbamic acid tert-butyl ester C(C)(C)(C)OC(NC1=CC(=NC=C1C1CC1)NC(C)=O)=O